5-(4-methoxyanilino)-3-(2-thienyl)pyrrole COC1=CC=C(NC2=CC(=CN2)C=2SC=CC2)C=C1